(((perfluoropropane-2,2-diyl)bis(4,1-phenylene))bis(oxy))bis(isobenzofuran-1,3-dione) FC(C(C(F)(F)F)(C1=CC=C(C=C1)OC1=C2C(OC(C2=CC=C1)=O)=O)C1=CC=C(C=C1)OC1=C2C(OC(C2=CC=C1)=O)=O)(F)F